N-(e)-acetyl-l-lysine C(C)(=O)N[C@@H](CCCCN)C(=O)O